ClC=1C=C2C=CC(=NC2=CC1)O 6-chloro-2-hydroxyquinoline